4-[2-(3,3-difluoropyrrolidin-1-yl)ethoxy]pyridin-2-amine FC1(CN(CC1)CCOC1=CC(=NC=C1)N)F